C(#N)CC1=C(C#N)C(=CC=C1)I 2-(cyanomethyl)-6-iodobenzonitrile